The molecule is a neolignan isolated from the stems of Sinocalamus affinis. It has a role as a plant metabolite. It is a neolignan, a member of phenols, a primary alcohol, a dimethoxybenzene and a furofuran. COC1=CC(=CC(=C1O[C@@H](CO)[C@H](C2=C(C(=CC=C2)O)OC)O)OC)[C@H]3[C@@H]4CO[C@H]([C@@H]4CO3)C5=CC(=C(C=C5)O)OC